ethyl 2-chloro-6-oxo-1,6-dihydropyridine-3-carboxylate ClC=1NC(C=CC1C(=O)OCC)=O